CC=1SC(=CN1)C(=O)N1CCC(CC1)C=1C=CN=C2NC(NC12)=O 7-{1-[(2-methyl-1,3-thiazol-5-yl)carbonyl]-4-piperidyl}-1,3-dihydro-1,3,4-triaza-2-indenone